(3-(2-chloro-7H-pyrrolo[2,3-d]pyrimidin-7-yl)bicyclo[2.2.2]oct-5-en-2-yl)phosphonic acid ClC=1N=CC2=C(N1)N(C=C2)C2C(C1C=CC2CC1)P(O)(O)=O